C(CC)OCOCCCC(CC(CC(C)Cl)C)C 8-chloro-4,6-dimethylnonyl propyloxymethyl ether